C([C@@H](O)CC(=O)O)(=O)O.C(C)N(CCN1C(=C(C(=C1/C=C\1/C(NC2=CC=C(C=C12)F)=O)C)C(N)=O)C)CC (E)-N-[2-(diethylamino)ethyl]-5-[(5-fluoro-2-Oxo-1,2-dihydro-3H-indol-3-ylidene)methyl]-2,4-dimethyl-3-carbamoyl-1H-pyrrole L-malate salt